N-(4-(6-(N-ethyl-N-(3-fluorophenyl)sulfanylamino)-3-(4-hydroxyphenyl)-7-oxabicyclo[2.2.1]hept-2-en-2-yl)phenyl)-6-selenocyanohexanamide C(C)N(SC1=CC(=CC=C1)F)C1CC2C(=C(C1O2)C2=CC=C(C=C2)NC(CCCCC[Se]C#N)=O)C2=CC=C(C=C2)O